N-hydroxydiisopropylamine ON(C(C)C)C(C)C